NCCCCCCNC(=O)C1=C(C=C(C=C1)NC(=O)C=1N(C(=CN1)C=1C(=NC(=C(C1)F)N(C)C)F)C)Cl N-[4-(6-aminohexylcarbamoyl)-3-chloro-phenyl]-5-[6-(dimethylamino)-2,5-difluoro-3-pyridyl]-1-methyl-imidazole-2-carboxamide